(5-(3-chloro-4-cyclopropylphenyl)-2,3-dihydro-1H-inden-1-yl)-2-azaspiro[3.3]heptane-6-carboxylic acid ClC=1C=C(C=CC1C1CC1)C=1C=C2CCC(C2=CC1)C1NCC12CC(C2)C(=O)O